C(C)(C)(C)OC(C(C1OC2=CC=C(C=C2CC1)Br)ON)=O 2-(aminooxy)-2-(6-bromochroman-2-yl)acetic acid tert-butyl ester